8-Chloro-2-{[5-(2H3)methylpyrazin-2-yl]methyl}-1-[(2R,4R)-2-methyltetrahydro-2H-pyran-4-yl]-1H-imidazo[4,5-c]chinolin ClC1=CC=2C3=C(C=NC2C=C1)N=C(N3[C@H]3C[C@H](OCC3)C)CC3=NC=C(N=C3)C([2H])([2H])[2H]